N-(3-chloro-2-fluorophenyl)-7-((3-methyl-1-(2,2,2-trifluoroethyl)pyrrolidin-3-yl)ethynyl)-6-nitroquinazolin-4-amine ClC=1C(=C(C=CC1)NC1=NC=NC2=CC(=C(C=C12)[N+](=O)[O-])C#CC1(CN(CC1)CC(F)(F)F)C)F